N-(6-chlorothiazolo[4,5-c]pyridin-2-yl)benzamide ClC1=CC2=C(C=N1)N=C(S2)NC(C2=CC=CC=C2)=O